3-methoxycarbonylvinylcarbazole COC(=O)C=CC=1C=CC=2NC3=CC=CC=C3C2C1